ClC1=C(C=C(C=C1)C1=NN(C=C1)C)CNC1=NN2C(NC(=CC2=O)CCOC)=N1 2-[[2-chloro-5-(1-methyl-pyrazol-3-yl)phenyl]methylamino]-5-(2-methoxyethyl)-4H-[1,2,4]triazolo[1,5-a]pyrimidin-7-one